C(#N)C1=C(C=C(C=C1)C(N(C)C)=O)[C@H]([C@H](C)C=1N(C(C(=C(N1)C(=O)NC=1C=NOC1)O)=O)C)C=1C=NN(C1)C 2-((1s,2s)-1-(2-cyano-5-(dimethylcarbamoyl)phenyl)-1-(1-methyl-1H-pyrazol-4-yl)propan-2-yl)-5-hydroxy-N-(isoxazol-4-yl)-1-methyl-6-oxo-1,6-dihydropyrimidine-4-carboxamide